OC(C(=O)O)(O)C hydroxylactic acid